N-(3-{[tert-butyl-(dimethyl)silyl]oxy}-2-hydroxypropyl)-1-chloro-N-methylmethanesulfonamide C(C)(C)(C)[Si](OCC(CN(S(=O)(=O)CCl)C)O)(C)C